3-(4-bromo-1-(2,5-difluorophenyl)but-3-yn-1-yl)-1-ethylpyridin-2(1H)-one BrC#CCC(C1=C(C=CC(=C1)F)F)C=1C(N(C=CC1)CC)=O